C1(=CC=CC2=CC3=CC=CC=C3C=C12)C(=O)SCCNC(CCNC([C@@H](C(COP(OP(OC[C@@H]1[C@H]([C@H]([C@@H](O1)N1C=NC=2C(N)=NC=NC12)O)OP(=O)(O)O)(=O)O)(=O)O)(C)C)O)=O)=O anthranoylCoA